2-Oxo-1,2-dihydropyridine-3-carboxamide O=C1NC=CC=C1C(=O)N